C(CCC=CCC=CCC=CC=CCCC=CCC=CCC)(=O)N[C@@H](CC1=CNC=N1)C(=O)O N-(4,7,10,12,16,19-docosahexenoyl)histidine